Cl.C(C)(C)(C)OC([C@@H](N)CCC(=O)OC(C)(C)C)=O.N(=C=O)[C@H](C(=O)OC(C)(C)C)CCC(=O)OC(C)(C)C di-tert-butyl (S)-2-isocyanatopentanedioate Di-tert-butyl-L-glutamate hydrochloride